C(=O)O[C@@H]1[C@H](O[C@H]([C@@H]1O[Si](C)(C)C(C)(C)C)N1C(N=C(C=C1)NC(C1=CC=CC=C1)=O)=O)CO[Si](C)(C)C(C)(C)C (2R,3R,4R,5R)-5-(4-benzamido-2-oxopyrimidin-1(2H)-yl)-4-((tert-butyldimethylsilyl)oxy)-2-(((tert-butyldimethylsilyl)oxy)methyl)tetrahydrofuran-3-yl formate